ClC1=C(C=CC=C1)C1CC2(C1)NC(N(C2=O)C2=CN=CC1=CC(=CC=C21)C(=O)NCCCCOC2=C1C(N(C(C1=CC=C2)=O)C2C(NC(CC2)=O)=O)=O)=O 4-(2-(2-chlorophenyl)-6,8-dioxo-5,7-diazaspiro[3.4]octan-7-yl)-N-(4-((2-(2,6-dioxopiperidin-3-yl)-1,3-dioxoisoindolin-4-yl)oxy)butyl)isoquinoline-7-carboxamide